C(#CC)[C@@H]1CNC(N1C=1SC2=C(N1)C1=C(C=C2)N=CN1C1CCOCC1)=O |r| (RS)-5-(prop-1-yn-1-yl)-1-[8-(tetrahydro-2H-pyran-4-yl)-8H-imidazo[4',5':5,6]benz[1,2-d]thiazol-2-yl]imidazolidin-2-one